N-(6-ethylpyridin-2-yl)-2-(1-(fluoromethyl)-2-oxabicyclo[2.1.1]hex-4-yl)-7-methoxyimidazo[1,2-a]pyridine-6-carboxamide trifluoroacetate FC(C(=O)O)(F)F.C(C)C1=CC=CC(=N1)NC(=O)C=1C(=CC=2N(C1)C=C(N2)C21COC(C2)(C1)CF)OC